(R)-4-amino-N-(1-(1-methyl-1H-pyrazol-4-yl)ethyl)-N-((5-(trifluoromethyl)pyridin-2-yl)methyl)imidazo[1,5-a]quinoxaline-8-carboxamide NC=1C=2N(C3=CC(=CC=C3N1)C(=O)N(CC1=NC=C(C=C1)C(F)(F)F)[C@H](C)C=1C=NN(C1)C)C=NC2